3-imidazoline Hydrochloride Cl.N1CN=CC1